tert-butyl (2-(2-(2-ethyl-4-((3-(4-methoxy-2-(trifluoromethyl)phenyl)imidazo[1,2-a]pyrazin-8-yl)amino)benzamido)ethoxy)ethyl)carbamate C(C)C1=C(C(=O)NCCOCCNC(OC(C)(C)C)=O)C=CC(=C1)NC=1C=2N(C=CN1)C(=CN2)C2=C(C=C(C=C2)OC)C(F)(F)F